C(C)(C)(C)OC(=O)NC=1C=C(C(=O)O)C=CC1 3-(N-tert-butoxycarbonylamino)benzoic acid